FC=1C(=C(C(=O)[O-])C=C(C1F)CNNS(=O)(=O)C1=CC=C(C)C=C1)NC1=C(C=C(C=C1)C)F (E)-3,4-diFluoro-2-((2-fluoro-4-methylphenyl)amino)-5-((2-p-toluenesulfonylhydrazino)methyl)benzoate